BrC1=C(C=C(C=C1)CO[Si](C)(C)C(C)(C)C)F (4-bromo-3-fluoro-phenyl)methoxy-tert-butyl-dimethyl-silane